ClC1=CC=C(C=C1)C=C(C#N)C=O 3-(4-chlorophenyl)-2-formyl-acrylonitrile